(3-methoxy-4-benzyloxyphenyl)ethanone COC=1C=C(C=CC1OCC1=CC=CC=C1)C(C)=O